C(CC)C(C=O)CCCCC 2-propylheptanal